FCOC(C(=C)Cl)=O.C(#N)C1=CN=C(S1)NC(C(C)C=1C=C(C=NC1)C=1N=CC(=NC1)C(C(=O)N)=C)=O (5-(5-(1-((5-cyanothiazol-2-yl)amino)-1-oxopropan-2-yl)pyridin-3-yl)pyrazin-2-yl)acrylamide monofluoromethyl-α-chloroacrylate